NC1=C(C=NC=N1)C1=CC(=CC=C1)OC(F)(F)F 6-amino-5-(3-(trifluoromethoxy)phenyl)pyrimidin